7-bromobenzo[e][1,2,4]Triazine-1,4-dioxide BrC1=CC2=C([N+](=CN=[N+]2[O-])[O-])C=C1